C[Si]1(O[Si](O[Si](O[Si](O1)(C1=CC=CC=C1)C)(C1=CC=CC=C1)C)(C1=CC=CC=C1)C)C1=CC=CC=C1 Tetramethyl-tetraphenylcyclotetrasiloxane